(S)-N-(1-(5-chloro-6-(thiazol-4-ylmethoxy)-1H-indol-2-yl)ethyl)-1-methylcyclopropane-1-carboxamide ClC=1C=C2C=C(NC2=CC1OCC=1N=CSC1)[C@H](C)NC(=O)C1(CC1)C